1-[1-(2-fluorophenyl)-1H-pyrazol-4-yl]Ethanol FC1=C(C=CC=C1)N1N=CC(=C1)C(C)O